tert-Butyl (3S)-3-methyl-6-[2-[(1-methyl-4-piperidyl)methyl]-1,3-benzothiazol-5-yl]-3,4-dihydro-2H-pyridine-1-carboxylate C[C@@H]1CN(C(=CC1)C=1C=CC2=C(N=C(S2)CC2CCN(CC2)C)C1)C(=O)OC(C)(C)C